3-[(2S)-2-(benzyloxy)propoxy]-1-[4-[5-(trifluoroethyl)pyrimidin-2-yl]piperazin-1-yl]propan-1-one C(C1=CC=CC=C1)O[C@H](COCCC(=O)N1CCN(CC1)C1=NC=C(C=N1)CC(F)(F)F)C